tert-butyl ((isopropylsulfonyl)oxy)carbamate C(C)(C)S(=O)(=O)ONC(OC(C)(C)C)=O